phenol diphosphonite P(O)OPO.C1(=CC=CC=C1)O